C(CC(=O)[O-])(=O)[O-].C(CC(=O)[O-])(=O)[O-].[Li+].[Li+].[Li+].[Li+] lithium bis(malonate)